1-cyclopropyl-4-fluoro-5-nitro-3-(trifluoromethyl)-1H-indole C1(CC1)N1C=C(C2=C(C(=CC=C12)[N+](=O)[O-])F)C(F)(F)F